FC1=CC(=C(OC=2C(=CC=3N(C2)C(=NC3)C(F)(F)F)C(=O)O)C=C1)C 6-(4-fluoro-2-methylphenoxy)-3-(trifluoromethyl)imidazo[1,5-a]pyridine-7-carboxylic acid